[2-(propan-2-yl)-4H,5H,6H-cyclopenta[b]thiophen-3-yl]carbamic acid tert-butyl ester C(C)(C)(C)OC(NC=1C2=C(SC1C(C)C)CCC2)=O